tert-butyl 2-(1-(4-methoxyphenyl)-5-oxo-4,5-dihydro-1H-1,2,4-triazol-3-yl)morpholine-4-carboxylate COC1=CC=C(C=C1)N1N=C(NC1=O)C1CN(CCO1)C(=O)OC(C)(C)C